C1(=CC=CC=C1)N1C(OC(C2=C1C=CC=C2)=O)=O 1-phenyl-2H-3,1-benzoOxazine-2,4(1H)-dione